BrC=1C=C(C(NC1)=O)C(=O)NC 5-bromo-N-methyl-2-oxo-1,2-dihydropyridine-3-carboxamide